C(C)(C)N1N=CC2=NC(=CC(=C21)N[C@H]2COCC2)C=2C=C(C=NC2)C#N 5-[1-isopropyl-7-[[(3R)-tetrahydrofuran-3-yl]amino]pyrazolo[4,3-b]pyridin-5-yl]pyridine-3-carbonitrile